N-[[4-(1H-pyrazol-4-yl)-1-[4-(trifluoromethoxy)phenyl]pyrazolo[3,4-b]pyridin-3-yl]methyl]prop-2-enamide N1N=CC(=C1)C1=C2C(=NC=C1)N(N=C2CNC(C=C)=O)C2=CC=C(C=C2)OC(F)(F)F